C(C)(C)(C)OC(=O)N1CCC2(CC1)NC(C=1N2C(C(=CC1C)NC1=NC=NC(=C1C)N)=O)=O 6-((6-amino-5-methylpyrimidin-4-yl)amino)-8-methyl-1,5-dioxo-1,5-dihydro-2H-spiro[imidazo[1,5-a]pyridine-3,4'-piperidine]-1'-carboxylic acid tert-butyl ester